2-(1-ethylpyrazol-3-yl)oxy-5-nitro-pyridine C(C)N1N=C(C=C1)OC1=NC=C(C=C1)[N+](=O)[O-]